8-(4,4,5,5-tetramethyl-1,3,2-dioxaborolan-2-yl)isoquinoline CC1(OB(OC1(C)C)C=1C=CC=C2C=CN=CC12)C